NC1=NC=CC2=CC=C(C=C12)C=1C=C2C(=NN(C2=CC1)[C@@H]1CN(CC1)C(=O)OCC)COC1=C(C(=CC=C1)C1CC1)CC(=O)O (S)-2-(2-((5-(1-aminoisoquinolin-7-yl)-1-(1-(ethoxycarbonyl)pyrrolidin-3-yl)-1H-indazol-3-yl)methoxy)-6-cyclopropylphenyl)acetic acid